P(=O)(O)(O)O[C@H]1[C@H]([C@@H](O[C@@H]1C(O)C)N1C(=O)NC(=O)C=C1)O 5'-methyluridine-3'-phosphate